C(C)OC(=O)COC=1C(=C(C2=CC=CC=C2C1)C1=CC=CC2=CC=CC=C12)OCC(=O)OCC bis(ethoxycarbonylmethoxy)-1,1'-binaphthyl